2-(6-chloro-1-((R)-2-methylazetidin-1-yl)-2,7-naphthyridin-4-yl)-N,N-dimethylpropanamide ClC=1C=C2C(=CN=C(C2=CN1)N1[C@@H](CC1)C)C(C(=O)N(C)C)C